ClC1=CC=C(C=C1)C1=NN2C(N=C(C=C2N2C(CCCC2)CCO)C)=C1 2-[1-[2-(4-Chlorophenyl)-5-methylpyrazolo[1,5-a]pyrimidin-7-yl]-2-piperidinyl]ethanol